(2-cyano-1,3-thiazol-4-yl)(difluoro)acetic acid C(#N)C=1SC=C(N1)C(C(=O)O)(F)F